CC1=C(C=2N(C=C1C=1NC3=CC=C(C=C3C1C(C)C)OCC1CCN(CC1)CC(=O)N(C)C)C=NN2)C 2-(4-(((2-(7,8-Dimethyl-[1,2,4]triazolo[4,3-a]pyridin-6-yl)-3-isopropyl-1H-indol-5-yl)oxy)methyl)piperidin-1-yl)-N,N-dimethylacetamid